NC1=NN(C(=C1)C1(CC2CC(CC2C1)C=1N=CN(C1C(=O)NC1=CC(=C(C=C1)F)Cl)C)O)CC(C)(C)O 4-(5-(3-amino-1-(2-hydroxy-2-methylpropyl)-1H-pyrazol-5-yl)-5-hydroxyoctahydropentalen-2-yl)-N-(3-chloro-4-fluorophenyl)-1-methyl-1H-imidazole-5-carboxamide